N-hydroxy-5-{2-[2-(5-methoxyquinoline-8-sulfonamido)phenyl]ethynyl}pyridine-2-carboxamide ONC(=O)C1=NC=C(C=C1)C#CC1=C(C=CC=C1)NS(=O)(=O)C=1C=CC(=C2C=CC=NC12)OC